25-methyl-22-oxa-2λ6-thia-1,4,5,7,20,25,32-heptaazahexacyclo[24.2.2.13,6.117,21.08,16.09,13]dotriaconta-3,5,8,13,15,17,19,21(31)-octaene-2,2-dioxide CN1CCOC=2N=CC=C(C3=CC=C4CCCC4=C3NC3=NN=C(S(N4CCC1CC4)(=O)=O)N3)C2